C1=CC=CC=2C3=CC=CC=C3N(C12)C1=CC=C(C=C1)C1=NC(=NC(=N1)N)N 6-(4-(9H-carbazol-9-yl)phenyl)-1,3,5-triazine-2,4-diamine